2-[(2R)-pyrrolidin-2-yl]propan-2-ol hydrochloride Cl.N1[C@H](CCC1)C(C)(C)O